indole-propionic acid N1C(=CC2=CC=CC=C12)CCC(=O)O